6-(4-chloro-3-isopropyl-3H-imidazo[4,5-c]pyridin-6-yl)-1-((1s,3s)-3-(3,3-dimethylpyrrolidin-1-yl)cyclobutyl)-1'-(oxetan-3-carbonyl)spiro[indolin-3,4'-piperidin]-2-one ClC1=NC(=CC2=C1N(C=N2)C(C)C)C2=CC=C1C(=C2)N(C(C12CCN(CC2)C(=O)C2COC2)=O)C2CC(C2)N2CC(CC2)(C)C